(1R,2R)-2-[(dimethylamino)methyl]-1-(3-methoxyphenyl)cyclohexan-1-ol CN(C)C[C@@H]1[C@@](CCCC1)(O)C1=CC(=CC=C1)OC